3-(2-cyanophenyl)-2-(diphenylmethyleneamino)propanoate C(#N)C1=C(C=CC=C1)CC(C(=O)[O-])N=C(C1=CC=CC=C1)C1=CC=CC=C1